Scandium(II) chloride [Cl-].[Sc+2].[Cl-]